N-(2-methoxyethyl)-4-[6-{[1-(propan-2-yl)-1H-pyrazolo[4,3-c]pyridin-6-yl]amino}-2-(pyrrolidin-1-yl)pyrimidin-4-yl]-1,4-diazepane-1-carboxamide COCCNC(=O)N1CCN(CCC1)C1=NC(=NC(=C1)NC1=CC2=C(C=N1)C=NN2C(C)C)N2CCCC2